ClC=1C=C(C(=NC1)OC1=C(C=C(C=C1)N1N=NC(=C1)CC(=O)O)F)F 2-(1-(4-((5-chloro-3-fluoropyridin-2-yl)oxy)-3-fluorophenyl)-1H-1,2,3-triazol-4-yl)acetic acid